FC(C(=O)O)(F)F.C1(CCC1)C(=O)N cyclobutanecarboxamide 2,2,2-trifluoroacetate